CN(CC(=O)O)C1=NC2=CC=C(C=C2C(=C1)C1=CC=CC=C1)CCC1=C(C=CC=C1)C 2-[methyl-({6-[2-(2-methylphenyl)ethyl]-4-phenylquinolin-2-yl})amino]acetic acid